ClC1=C(C(=CC=C1)Cl)CC(C(=O)O)N1CCCCC1 3-(2,6-dichlorophenyl)-2-piperidin-1-ylpropionic acid